C[C@H]1CCC(N(C1)C(C(=O)NC=1C=C(C=NC1)C(=O)N)=O)C=1C=CC2=C(N=C(S2)C2CCN(CC2)C)C1 5-[[2-[(5S)-5-methyl-2-[2-(1-methyl-4-piperidyl)-1,3-benzothiazol-5-yl]-1-piperidyl]-2-oxo-acetyl]amino]pyridine-3-carboxamide